FC=1C=C(C=C(C1)F)C=1C=C2C(=NNC2=CC1)C#CC1=NC=CC=C1 5-(3,5-difluorophenyl)-3-(pyridin-2-ylethynyl)-1H-indazole